OC(CC1=CC=CC=2SC3=CC=CC=C3C(C12)=O)C 2-hydroxy-propylthioxanthone